3-((5-Bromo-1-methyl-1H-pyrazol-3-yl)amino)piperidine-2,6-dione BrC1=CC(=NN1C)NC1C(NC(CC1)=O)=O